F\C(\C(=O)N1CCN(CC1)C1=NC(=NC2=C(C(=CC=C12)C1=CC(=CC2=CC=CC=C12)O)F)OC[C@H]1N(CCC1)C)=C/C=1SC=CN1 (S,Z)-2-fluoro-1-(4-(8-fluoro-7-(3-hydroxynaphthalen-1-yl)-2-((1-methylpyrrolidin-2-yl)methoxy)quinazolin-4-yl)piperazin-1-yl)-3-(thiazol-2-yl)prop-2-en-1-one